1-(3-(3-methyl-1H-indazol-5-yl)imidazo[1,2-b]pyridazin-6-yl)piperidin-4-amine CC1=NNC2=CC=C(C=C12)C1=CN=C2N1N=C(C=C2)N2CCC(CC2)N